FC(C(=O)O)(F)F.NCC(CC=1N(C(NN1)=O)C1=C(C=C(C=C1)C=1C=NC(=CC1)C(F)(F)F)F)=C(F)F [2-(aminomethyl)-3,3-difluoro-allyl]-4-[2-fluoro-4-[6-(trifluoromethyl)-3-pyridinyl]phenyl]-1,2,4-triazol-3-one trifluoroacetate salt